C(C)NC1=CC2=C(C(N(N=C2C(C)C)CC(=O)O)=O)S1 2-(2-(Ethylamino)-4-isopropyl-7-oxothieno[2,3-d]pyridazin-6(7H)-yl)acetic acid